C[C@@H]1C[C@@H]([C@@H]([C@@]2([C@]13[C@@H]([C@@H](C[C@@H]2OC(=O)C4=CC=CC=C4)C(O3)(C)C)OC(=O)C5=COC=C5)C)OC(=O)C)OC(=O)C6=COC=C6 The molecule is a dihydroagarofuran sesquiterpenoid that consists of dihydro-beta-agarofuran substituted by acetoxy group at position 1, benzoyloxy group at position 9 and furoyloxy groups at positions 2 and 6 (the 1beta,9alpha,2beta,6alpha stereoisomer). Isolated from Celastrus orbiculatus, it exhibits inhibition of both NF-kappaB activation and nitric oxide production. It has a role as a metabolite, an antineoplastic agent and a NF-kappaB inhibitor. It is an acetate ester, a bridged compound, a benzoate ester, a cyclic ether, a dihydroagarofuran sesquiterpenoid and an organic heterotricyclic compound. It derives from a 3-furoic acid.